(3-(1,3-dioxoisoindolin-2-yl)propyl)triphenylphosphonium bromide [Br-].O=C1N(C(C2=CC=CC=C12)=O)CCC[P+](C1=CC=CC=C1)(C1=CC=CC=C1)C1=CC=CC=C1